4-(6-Chloropyridin-3-yl)-N-(1-cyclopropyl-1H-pyrazol-4-yl)-5-methylpyrimidin-2-amine ClC1=CC=C(C=N1)C1=NC(=NC=C1C)NC=1C=NN(C1)C1CC1